(1-((benzyloxy)methyl)-2,2-difluorocyclopropyl)methanol C(C1=CC=CC=C1)OCC1(C(C1)(F)F)CO